C1[C@@H](O)[C@H](O)CO1 deoxy-beta-D-threose